C(=O)(OC(C)(C)C)N([C@@](C(C([2H])([2H])[2H])(C([2H])([2H])[2H])C[2H])(C(=O)O)[2H])[2H] N-Boc-tert-leucine-d9